N-((3-methyl-1-phenyl-1H-pyrazol-5-yl)oxy)methyltrimethylacetamide tert-butyl-(S)-4-(5-cyano-2-hydroxyphenyl)-3-methylpiperazine-1-carboxylate C(C)(C)(C)OC(=O)N1C[C@@H](N(CC1)C1=C(C=CC(=C1)C#N)O)C.CC1=NN(C(=C1)OCNC(C(C)(C)C)=O)C1=CC=CC=C1